CC=1N=NN(C1C1=CC(=NC(=C1)N1[C@@H](COCC1)C)NC1=CC(=NN1)C)C 4-(dimethyl-1H-1,2,3-triazol-5-yl)-N-(3-methyl-1H-pyrazol-5-yl)-6-[(3R)-3-methylmorpholin-4-yl]pyridin-2-amine